CCN(CC)C1=CC(=CC=C1)O N,N-diethyl-3-aminophenol